3-Bromo-2,4-difluoropyridine BrC=1C(=NC=CC1F)F